C(CC)OC(CCC(=O)OCCC)C propyl 4-propoxypentanoate